6-(2,6-difluorophenyl)-5-fluoropyridinecarboxamide D-tartrate C(=O)(O)[C@@H](O)[C@H](O)C(=O)O.FC1=C(C(=CC=C1)F)C1=C(C=CC(=N1)C(=O)N)F